3-((1-cyanocyclopropyl)methyl)-3H-imidazo[4,5-c]pyridine-6-carbonitrile C(#N)C1(CC1)CN1C=NC2=C1C=NC(=C2)C#N